Cl.FC(CN)(C(C(C(CN)(F)F)(F)F)(F)F)F 2,2,3,3,4,4,5,5-octafluorohexane-1,6-diamine hydrochloride